[Si](C)(C)(C(C)(C)C)OCC1CCC(CC1)C1=CC=CC=2N(C(N(C21)C)=O)C2C(NC(CC2)=O)=O 3-[4-[4-[[tert-butyl(dimethyl)silyl]oxymethyl]cyclohexyl]-3-methyl-2-oxo-benzimidazol-1-yl]piperidine-2,6-dione